C=1(C=2N(C=CN1)C=CC2)N2N=CC(=C2C(F)(F)F)C(=O)OCC ethyl 1-(pyrrolo[1,2-a]pyrazin-1-yl)-5-(trifluoromethyl)-1H-pyrazole-4-carboxylate